[C@@H]1(C[C@H](O)[C@@H](CO)O1)N1C(=O)NC(=O)C(C)=C1 3H-Thymidine